CNCC[C@H](CCN1CCCCC1)C1=CC(=NC=C1C)C(F)(F)F (R)-N-methyl-3-(5-methyl-2-(trifluoromethyl)pyridin-4-yl)-5-(piperidin-1-yl)pentan-1-amine